C1=CC=C2C(=C1)C(=O)NC(=N2)C(=O)C3=CC=C(C=C3)O The molecule is a quinazoline alkaloid that is quinazolin-4(3H)-one substituted by a 4-hydroxybenzoyl group at position 2. It has been isolated from Penicillium paneum. It has a role as a Penicillium metabolite. It is a quinazoline alkaloid and a member of phenols.